Cl.BrC1=CC(=C2[C@@H](COCC2=C1)NC)F (S)-7-bromo-5-fluoro-N-methylisochroman-4-amine hydrochloride